methyl 4-(3-(N,N-bis(2,4-dimethoxybenzyl) sulfamoyl)-4-methoxyphenyl)tetrahydro-2H-pyran-4-carboxylate COC1=C(CN(S(=O)(=O)C=2C=C(C=CC2OC)C2(CCOCC2)C(=O)OC)CC2=C(C=C(C=C2)OC)OC)C=CC(=C1)OC